((difluoromethoxy)methyl)-2-methyl-7-(benzenesulfonyl)-1,2,4,7-tetrahydro-3H-pyrrolo[3',2':5,6]pyrido[3,4-b]Pyrazin-3-one FC(OCN1C2=C(NC(C1C)=O)C=NC1=C2C=CN1S(=O)(=O)C1=CC=CC=C1)F